tert-butyl 1-(4-(2-methoxy-2-oxoethylcarbamoyl) quinolin-6-yl)-1H-1,2,3-triazole-4-carboxylate COC(CNC(=O)C1=CC=NC2=CC=C(C=C12)N1N=NC(=C1)C(=O)OC(C)(C)C)=O